C(CCCCCCCCCCCCCCCCC)OC=1C=C(C(=O)OCC(=O)O[C@@]2([C@H]([C@@H](O[C@@H]2COC(C2=CC=C(C=C2)OC)(C2=CC=C(C=C2)OC)C2=CC=CC=C2)N2C(=O)N=C(NC(C3=CC=CC=C3)=O)C=C2)OC)O)C=C(C1OCCCCCCCCCCCCCCCCCC)OCCCCCCCCCCCCCCCCCC N4-benzoyl-5'-O-(4,4'-dimethoxytrityl)-2'-O-methylcytidine-3'-yl 2-((3,4,5-tris(octadecyloxy)benzoyl)oxy)acetate